Hydroxy-1'-benzonaphthone OC1=C(C(=O)C2=CC=CC3=CC=CC=C23)C=CC=C1